5,5'-dibromo-2,2-bipyridine BrC=1C=CC(=NC1)C1=NC=C(C=C1)Br